C(C1=CC=CC=C1)C1(CC(=NO1)CNC(=O)C1=NC=CN=C1)C(=O)N[C@@H](CC(C)C)B(O)O ((1R)-1-(5-benzyl-3-((pyrazine-2-carboxamido)methyl)-4,5-dihydroisoxazole-5-carboxamido)-3-Methylbutyl)boronic acid